styrene acrylate C(C=C)(=O)O.C=CC1=CC=CC=C1